C(=O)(OCC1C2=CC=CC=C2C2=CC=CC=C12)C(CCCCCN)N mono-Fmoc-1,6-hexanediamine